butyl 3-(azetidin-3-yloxy)propanoate N1CC(C1)OCCC(=O)OCCCC